ClC=1C(NN=CC1N1C[C@@H](CC1)OC1=NC=C(C(=C1)C1=CC=C(C=C1)S(=O)(=O)N1CCCC1)Cl)=O (R)-4-chloro-5-(3-((5-chloro-4-(4-(pyrrolidin-1-ylsulfonyl)phenyl)pyridin-2-yl)oxy)pyrrolidin-1-yl)pyridazin-3(2H)-one